FC1(OC2=C(O1)C=CC(=C2)C2=CC=C(C=C2)NC(=O)C2N1C=CC=C1C(CC2)=O)F N-[4-(2,2-difluoro-1,3-benzodioxol-5-yl)phenyl]-8-oxo-6,7-dihydro-5H-indolizine-5-carboxamide